NC=1N(C(C2=C(N1)CNCC2)=O)CC2=CC=C(C=C2)OC 2-amino-3-[(4-methoxyphenyl)methyl]-5,6,7,8-tetrahydropyrido[3,4-d]pyrimidin-4(3H)-one